2-(3-(2-(2-aminoethoxy)ethoxy)-4-fluorophenyl)-N-(4-(1-(cyclopropanecarbonyl)indol-5-yl)-5-methylthiazol-2-yl)acetamide NCCOCCOC=1C=C(C=CC1F)CC(=O)NC=1SC(=C(N1)C=1C=C2C=CN(C2=CC1)C(=O)C1CC1)C